C(C)(C)N1N=C(C2=CC=CC=C12)C1=C(C=CC=C1)C(CC1=NC=CC=C1)N[S@@](=O)C(C)(C)C (S)-N-{1-[2-(1-Isopropyl-1H-indazol-3-yl)phenyl]-2-(pyridine-2-yl)ethyl}-2-methylpropane-2-sulfinamide